ClC1=C(C=C(CNC(=O)C2(COC2)C)C=C1)C(NC1=CC=C(C=C1)CC1=NC2=C(N1)C=CC(=C2)C(F)(F)F)=O N-(4-chloro-3-((4-((5-(trifluoromethyl)-1H-benzo[d]imidazol-2-yl)methyl)phenyl)carbamoyl)benzyl)-3-methyloxetane-3-carboxamide